FC1=CC(=C(C=C1)C1=CC(=CC=C1)C=1OC2=C(N1)C=C(C=C2OC)C(=O)OC)C2=NN=CN2C Methyl 2-(4'-fluoro-2'-(4-methyl-4H-1,2,4-triazol-3-yl)-[1,1'-biphenyl]-3-yl)-7-methoxybenzo[d]oxazole-5-carboxylate